NCCNCCCNCCN N,N'-di-(2-amino-ethyl)-propane-1,3-diamine